N1=CC=CC2=CC(=CC=C12)C(C)O (quinolin-6-yl)-1-ethanol